Thallium Bromide iodide [I-].[Br-].[Tl+2]